[Br-].C(CCCCCCCCCCCCCCCCCCCC)[N+](C)(C)C heneicosyl-trimethyl-ammonium bromide